4-methyl-e-caprolactone CC1CCC(=O)OCC1